{[3-Fluoro-4-(4,4,5,5-tetramethyl-1,3,2-dioxaborolan-2-yl)phenyl]imino}(dimethyl)-(oxo)-λ6-sulfane FC=1C=C(C=CC1B1OC(C(O1)(C)C)(C)C)N=S(=O)(C)C